2,7-bis{4-[(3-dimethylaminopentyl)aminomethyl]phenyl}-4-phenyl-7H-pyrrolo[2,3-d]pyrimidine CN(C(CCNCC1=CC=C(C=C1)C=1N=C(C2=C(N1)N(C=C2)C2=CC=C(C=C2)CNCCC(CC)N(C)C)C2=CC=CC=C2)CC)C